5-(5,5-dimethyl-1,3,2-dioxaborolan-2-yl)-3-isopropyl-1,3-benzoxazol-2(3H)-one CC1(COB(O1)C=1C=CC2=C(N(C(O2)=O)C(C)C)C1)C